C(#C)C1=C2C(=CC(=CC2=CC=C1F)O)C1=C(C=2N=C(N=C(C2C=N1)N1CC2CCC(C1)O2)N2C[C@H]1N(CC[C@H]1C2)C)F 5-ethynyl-6-fluoro-4-{8-fluoro-2-[(3aS,6aS)-1-methylhexahydropyrrolo[3,4-b]pyrrol-5(1H)-yl]-4-(8-oxa-3-azabicyclo[3.2.1]octan-3-yl)pyrido[4,3-d]pyrimidin-7-yl}naphthalen-2-ol